[Na+].[Na+].O[B-]1([C@H]2C[C@H]2C2=CC=C(C(=C2C1)C(=O)O)OC1CN(C1)C(C[C@H]1CNCCO1)=O)O.O[B-]1([C@H]2C[C@H]2C2=CC=C(C(=C2C1)C(=O)O)OC1CN(C1)C(C[C@H]1CNCCO1)=O)O (2R,4S)-5,5-dihydroxy-9-(1-{[(2S)-morpholin-2-yl]acetyl}azetidin-3-yl)oxy-5-boranuidatricyclo[5.4.0.02,4]undeca-1(11),7,9-triene-8-carboxylic acid disodium salt